C(=C/CCCC)/C1(CCCC1)C=1C=C(C=2[C@H]3[C@H](C(OC2C1)(C)C)CC=C(C3)C)O (6Ar,10aR)-3-[1-[(Z)-hex-1-enyl]cyclopentyl]-6,6,9-trimethyl-6a,7,10,10a-tetrahydrobenzo[c]chromen-1-ol